C(C)C=1C(=C(C=CC1)S(=O)(=O)N)B1OC(C(O1)(C)C)(C)C ethyl-2-(4,4,5,5-tetramethyl-1,3,2-dioxaborolan-2-yl)benzenesulfonamide